tert-butyl (2R,4S)-2-(((3SR,4SR)-1-benzyl-2'-(2-ethoxyphenyl)-3-ethyl-6'H-spiro[piperidine-4,5'-[1,7]naphthyridin]-7'(8'H)-yl)methyl)-4-hydroxypyrrolidine-1-carboxylate C(C1=CC=CC=C1)N1C[C@H]([C@]2(C=3C=CC(=NC3CN(C2)C[C@@H]2N(C[C@H](C2)O)C(=O)OC(C)(C)C)C2=C(C=CC=C2)OCC)CC1)CC |&1:9,10|